C[C@]12CC(C[C@](CC1)(N2)C)N(C=2SC1=C(C=NC(=C1)C=1C=C3C(N=C(O3)C)=C(C1)C#N)N2)C 6-(2-{[(1R,3s,5S)-1,5-Dimethyl-8-azabicyclo[3.2.1]octan-3-yl](methyl)amino}[1,3]thiazolo[4,5-c]pyridin-6-yl)-2-methyl-1,3-benzoxazol-4-carbonitril